5-((4-(4-(1,2-bis(4-hydroxyphenyl)but-1-en-1-yl)phenyl)piperazin-1-yl)methyl)-2-(2,6-dioxopiperidin-3-yl)-4-fluoroisoindoline-1,3-dione OC1=CC=C(C=C1)C(=C(CC)C1=CC=C(C=C1)O)C1=CC=C(C=C1)N1CCN(CC1)CC=1C(=C2C(N(C(C2=CC1)=O)C1C(NC(CC1)=O)=O)=O)F